FC(CO)(F)C=1C(=C(C=CC1)[C@@H](C)NC=1C2=C(N=C(N1)C)NC(C(=C2)C2CCC(CC2)O)=O)F 4-(((R)-1-(3-(1,1-difluoro-2-hydroxyethyl)-2-fluorophenyl)ethyl)amino)-6-((1s,4S)-4-hydroxycyclohexyl)-2-methylpyrido[2,3-d]pyrimidin-7(8H)-one